SCCC[Si](OC)(OC)C γ-mercaptopropylmethyldimethoxysilane